CN(C(=O)[C@@H]1CN(CC[C@H]1NC(=O)C1=NOC(=C1)C1=C(C=C(C=C1)F)F)C1C(CCCC1)OC)C (3R,4R)-4-{[5-(2,4-difluoro-phenyl)-isoxazole-3-carbonyl]-amino}-1-(2-methoxy-cyclohexyl)-piperidine-3-carboxylic acid dimethylamide